ClC=1C=CC(=C(C1)C1=CC(N(C=C1OC)C(C(=O)NC1=CC=C(C(=O)O)C=C1)CC1=NN(C=C1)C1CC1)=O)C(CC)=O 4-(2-(4-(5-chloro-2-propionylphenyl)-5-methoxy-2-oxopyridin-1(2H)-yl)-3-(1-cyclopropyl-1H-pyrazol-3-yl)propionylamino)benzoic acid